CC(COC(C)COC(C)CO)O tri-propylene glycol